CS(=O)(=O)C1=C2C(C(=NN(C2=CC=C1)C1=CC=C(C=C1)OC(F)(F)F)C(=O)OC(C)C)=O isopropyl 5-methylsulfonyl-4-oxo-1-[4-(trifluoromethoxy)phenyl]cinnoline-3-carboxylate